C(C1=CC=CC=C1)OON=C(C(=O)C1=CC=C(C=C1)C=1SC=CC1)CC1CCCC1 1-(4-thiophenylphenyl)-(3-cyclopentyl)-propane-1,2-dione-2-benzoxy oxime